tert-butyl 2-((bis(3-(difluoromethyl)phenyl)(oxo)-λ6-sulfanylidene)amino)acetate FC(C=1C=C(C=CC1)S(=O)(C1=CC(=CC=C1)C(F)F)=NCC(=O)OC(C)(C)C)F